P([O-])([O-])=O.[Zn+2] zinc(II) phosphonate